ClCC(=O)N(C[C@H]1C(NCC1)=O)CC([C@H](CC(C)C)NC(OC1(CCC1)C)=O)=O 1-Methylcyclobutyl ((S)-1-(2-chloro-N-(((S)-2-oxopyrrolidin-3-yl)methyl)acetamido)-5-methyl-2-oxohexan-3-yl)carbamate